ClC=1C=C(C=CC1S(=O)(=O)C)NCC#CC=1N(C=2C=CC=C(C2C1)NC1CCN(CC1)C1CCOCC1)CC(F)(F)F 2-{3-[(3-chloro-4-methanesulfonylphenyl)amino]prop-1-yn-1-yl}-N-[1-(oxan-4-yl)piperidin-4-yl]-1-(2,2,2-trifluoroethyl)-1H-indol-4-amine